methoxyuridine-5'-triphosphate P(O)(=O)(OP(=O)(O)OP(=O)(O)O)OC[C@@H]1[C@H]([C@H]([C@@](O1)(N1C(=O)NC(=O)C=C1)OC)O)O